C(C)OC(=O)C1=C(N=C(N1)[C@H]1N(CCC1)C(=O)OC(C)(C)C)C1=CC=C(C=C1)C(NC1=NC=CC=C1)=O (S)-2-(1-(tert-butoxycarbonyl)pyrrolidin-2-yl)-4-(4-(pyridin-2-ylcarbamoyl)phenyl)-1H-imidazole-5-carboxylic acid ethyl ester